C(C)(C)[Si](C(C)C)(C(C)C)P[Si](C)(C)C (triisopropylsilyl)(trimethylsilyl)phosphine